7,7-difluoro-3-(4-fluoro-3-(trifluoromethyl)phenyl)-1-(trifluoromethyl)-5,6,7,8-tetrahydroindolizin-8-ol FC1(CCN2C(=CC(=C2C1O)C(F)(F)F)C1=CC(=C(C=C1)F)C(F)(F)F)F